2-(((4-(tert-Butoxycarbonyl)-2-chloro-5-fluorobenzyl)oxy)methyl)-7-azaspiro[3.5]nonane-7-carboxylic acid tert-butyl ester C(C)(C)(C)OC(=O)N1CCC2(CC(C2)COCC2=C(C=C(C(=C2)F)C(=O)OC(C)(C)C)Cl)CC1